(R)-4-benzyl-3-octanoyloxazolidine-2-one C(C1=CC=CC=C1)[C@H]1N(C(OC1)=O)C(CCCCCCC)=O